C(CCCC)C1CCC(CC1)C1=CC=C(C=C1)C1=CC=C(C=C1)C(=O)N 4'-(4-pentylcyclohexyl)[1,1'-biphenyl]-4-carboxamide